Tert-butyl (2R)-4-[4-[2-chloro-4-[[3-[4-(cyanomethoxy)-2,3-difluoro-phenyl]imidazo[1,2-a]pyrazin-8-yl]amino]benzoyl]piperazine-1-carbonyl]-2-(hydroxymethyl)piperazine-1-carboxylate ClC1=C(C(=O)N2CCN(CC2)C(=O)N2C[C@@H](N(CC2)C(=O)OC(C)(C)C)CO)C=CC(=C1)NC=1C=2N(C=CN1)C(=CN2)C2=C(C(=C(C=C2)OCC#N)F)F